ClC1=NC2=CC=CC(=C2C(=C1)NCCC1=CC=C(C=C1)NS(=O)(=O)C)OC(F)(F)F N-(4-(2-((2-chloro-5-(trifluoromethoxy)quinolin-4-yl)amino)ethyl)phenyl)methanesulfonamide